2-[3-(3-ethoxy-5-nitrophenyl)oxetan-3-yl]-N-[(methylaminomethylsulfonyl)amino]acetamide C(C)OC=1C=C(C=C(C1)[N+](=O)[O-])C1(COC1)CC(=O)NNS(=O)(=O)CNC